C(C)OC(C1=CC(=CC(=C1)NC(=O)C=1SC(=CC1S(N(C)C1=CC(=C(C=C1)OCC)OC)(=O)=O)Cl)Br)=O.C(=O)(OC(C)(C)C)N1C[C@@H]([C@@H](C1)CC(=O)O)CC(=O)O (3R,4S)-N-Boc-3,4-pyrrolidinediacetic acid Ethyl-3-bromo-5-(5-chloro-3-(N-(4-ethoxy-3-methoxyphenyl)-N-methylsulfamoyl)thiophene-2-carboxamido)benzoate